N4-2-aminoethyl-2'-deoxycytidine NCCNC1=NC(N([C@H]2C[C@H](O)[C@@H](CO)O2)C=C1)=O